(E)-N-(4-(1-(6-(4-(4-(5-(2-(2,6-dioxopiperidin-3-yl)-1-oxoisoindolin-4-yl)pent-4-yn-1-yl)piperazin-1-yl)piperidin-1-yl)nicotinoyl)piperidin-4-yl)butyl)-3-(pyridin-3-yl)acrylamide O=C1NC(CCC1N1C(C2=CC=CC(=C2C1)C#CCCCN1CCN(CC1)C1CCN(CC1)C1=NC=C(C(=O)N2CCC(CC2)CCCCNC(\C=C\C=2C=NC=CC2)=O)C=C1)=O)=O